ClC1=CC=C(C(=N1)C(C)C)C=1C=C(C=2N(C1)C=C(N2)C)C 6-(6-chloro-2-isopropyl-3-pyridinyl)-2,8-dimethyl-imidazo[1,2-a]pyridine